4-(2,4,6-trifluoromethylphenyl)-2,2':6',2''-terpyridine FCC1=C(C(=CC(=C1)CF)CF)C1=CC(=NC=C1)C1=NC(=CC=C1)C1=NC=CC=C1